C[C@]12CC(C[C@](CC1)(N2)C)N(C2=CC=C(N=N2)C2=C(C=C(C=C2)N2N=CC(=C2)C#N)O)C 1-(4-(6-(((1R,3S,5S)-1,5-dimethyl-8-azabicyclo[3.2.1]octan-3-yl)(methyl)amino)pyridazin-3-yl)-3-hydroxyphenyl)-1H-pyrazole-4-carbonitrile